(1R,2S)-2-[3-{[2,6-dimethyl-4-(3,3,3-trifluoro-2-methylpropoxy)benzoyl]amino}-4-(Trifluoromethyl)Phenyl]CyclopropaneCarboxylic Acid CC1=C(C(=O)NC=2C=C(C=CC2C(F)(F)F)[C@@H]2[C@@H](C2)C(=O)O)C(=CC(=C1)OCC(C(F)(F)F)C)C